(S)-tert-butyl-1-(4-bromophenyl)-ethyl carbamate C(N)(O[C@@H](CC(C)(C)C)C1=CC=C(C=C1)Br)=O